N-phenethyl-6-(pyridin-3-yl)-1H-benzo[d]imidazole-1-carboxamide C(CC1=CC=CC=C1)NC(=O)N1C=NC2=C1C=C(C=C2)C=2C=NC=CC2